O[C@H]1C[C@@H](CCC1)N1C(C2(C3=C1N=C(N=C3)NC=3C(=NNC3)OCC3=NN(C=C3)C)CC2)=O 7'-((1R,3R)-3-hydroxycyclohexyl)-2'-((3-((1-methyl-1H-pyrazol-3-yl)methoxy)-1H-pyrazol-4-yl)amino)spiro[cyclopropane-1,5'-pyrrolo[2,3-d]pyrimidin]-6'(7'H)-one